NC1=NC=NN2C1=C(C=C2C2CCN(CC2)C(C(C)C)=O)C2=CC=C(C=C2)C2=C(C(N(C(=C2N2CCOCC2)C)C2=CC=CC=C2)=O)C(=O)N {4-[4-amino-7-(1-isobutyrylpiperidin-4-yl)pyrrolo[2,1-f][1,2,4]triazin-5-yl]phenyl}-6-methyl-5-morpholin-4-yl-2-oxo-1-phenyl-1,2-dihydropyridine-3-carboxamide